C(C)(C)(C)C1=NC=C(C(=C1)C1=CC(=C(C=C1F)[C@H](C)NC1=NC=CC2=C1CN(C2=O)CC)F)OC (S)-4-((1-(4-(2-(tert-butyl)-5-methoxypyridin-4-yl)-2,5-difluorophenyl)ethyl)amino)-2-ethyl-2,3-dihydro-1H-pyrrolo[3,4-c]pyridin-1-one